triphenylsilanol aluminum (III) [Al+3].C1(=CC=CC=C1)[Si](O)(C1=CC=CC=C1)C1=CC=CC=C1